[OH-].[OH-].[O-]CCC.[Hf+4].OC=1C=C(C=CC1O)CCCO 3,4-dihydroxybenzenepropanol hafnium (IV) n-propoxide di-hydroxide